8-chloro-7-((2-methyl-1H-benzo[d]imidazol-6-yl)oxy)-2-(1-((1-(vinylsulfonyl)piperidin-4-yl)methyl)-1H-pyrazol-4-yl)quinoxaline ClC=1C(=CC=C2N=CC(=NC12)C=1C=NN(C1)CC1CCN(CC1)S(=O)(=O)C=C)OC=1C=CC2=C(NC(=N2)C)C1